C(C)(C)(C)OC(=O)NC1=CC=C(C(=C1C1=CC(N2[C@@H](CC(C2=C1)OCC)C(=O)OC)=O)F)Cl methyl (3S)-7-(6-((tert-butoxycarbonyl)amino)-3-chloro-2-fluorophenyl)-1-ethoxy-5-oxo-1,2,3,5-tetrahydroindolizine-3-carboxylate